(3-(bromomethyl)benzyl)-2-fluoro-9H-purin-6-amine BrCC=1C=C(CN2C3=NC(=NC(=C3N=C2)N)F)C=CC1